O1N=C(CC12CCCCC2)C[C@@H]2[C@@H]([C@H]([C@H]([C@H](O2)CO)O)N2N=NC(=C2)C2=CC(=C(C=C2)C)F)OC (2R,3R,4S,5R,6R)-6-((1-oxa-2-azaspiro[4.5]dec-2-en-3-yl)methyl)-4-(4-(3-fluoro-4-methylphenyl)-1H-1,2,3-triazol-1-yl)-2-(hydroxymethyl)-5-methoxytetrahydro-2H-pyran-3-ol